[Na].FC(C(C(C(C(C(C(C(F)(F)F)(F)F)(F)F)(F)F)(F)F)(F)F)(F)F)(O)F perfluorooctanol sodium salt